CN(C(C(=O)C1=CC=C(C=C1)N1CCOCC1)(CC)CC1=CC=C(C=C1)C)C 2-dimethylamino-2-(4-methylbenzyl)-1-(4-morpholino-phenyl)butane-1-one